COC1=NC(=CC(=C1)C=1N(CSC1)C1=CC=C(C=C1)S(=O)(=O)C)OC 4-(2,6-Dimethoxypyridin-4-yl)-N-(4-(methylsulfonyl)phenyl)thiazol